FC(C(=O)O)(F)F.C(C)(C)(C)OC(=O)N[C@@H](C)C(=O)N[C@H](CCC(=O)OCC1=CC=CC=C1)C(=O)OCC#C 5-benzyl 1-(prop-2-yn-1-yl) (tert-butoxycarbonyl)-L-alanyl-D-glutamate trifluoroacetate